NC1=NN(C2=CC=CC(=C12)C1=CC2=CC=CC(=C2C=C1)C(NC1=CC=C(C=C1)F)=O)C(=O)OCC1=CC=CC=C1 benzyl 3-amino-4-(5-((4-fluorophenyl) carbamoyl) naphthalen-2-yl)-1H-indazole-1-carboxylate